CC(C)(C)OC(=O)NC1CCC(CC1)C(=O)O (1R,4R)-4-((tert-butoxycarbonyl)amino)cyclohexane-1-carboxylic acid